[N+](=O)([O-])C1=C(C=CC=C1)C#CC1=CC=C(C=C1)C 1-nitro-2-(p-tolylethynyl)benzene